FC(C1=C(C(=C(C(=O)NC=2OC(=NN2)C)C=C1)C)S(=O)(=O)CC)F 4-difluoromethyl-3-ethylsulphonyl-2-methyl-N-(5-methyl-1,3,4-oxadiazol-2-yl)benzamide